rac-7-(4-azaspiro[2.5]octan-7-yl)-2-(2,8-dimethylimidazo[1,2-b]pyridazin-6-yl)pyrido[1,2-a]pyrimidin-4-one C1CC12NCC[C@H](C2)C=2C=CC=1N(C(C=C(N1)C=1C=C(C=3N(N1)C=C(N3)C)C)=O)C2 |r|